6-(3,5-bis-4-pyridylphenyl)-2-methylpyrimidine N1=CC=C(C=C1)C=1C=C(C=C(C1)C1=CC=NC=C1)C1=CC=NC(=N1)C